(3-methylpyridin-2-yl)-5-(trifluoromethyl)-1H-pyrazole-4-carboxylic acid ethyl ester C(C)OC(=O)C=1C=NN(C1C(F)(F)F)C1=NC=CC=C1C